FC=1C(NC=2[C@H]3C([C@@H](CC2C1)C3)(C)C)=O (1R,9R)-5-fluoro-10,10-dimethyl-3-azatricyclo[7.1.1.02,7]undeca-2(7),5-dien-4-one